COS(=O)(=O)[O-].C(CCCCC)[P+](COC)(CCCCCC)CCCCCC trihexyl-(methoxymethyl)phosphonium methylsulfate